ClC=1C=NC(=NC1)[C@H]([C@H](C)S(=O)(=O)NC1=NN=C(N1C1=C(C=CC=C1OC)OC)COC(C)C)OC (1R,2S)-1-(5-chloropyrimidin-2-yl)-N-(4-(2,6-dimethoxyphenyl)-5-(isopropoxymethyl)-4H-1,2,4-triazol-3-yl)-1-methoxypropane-2-sulfonamide